C1(CC1)C1C(NC(N1)=O)=O 5-cyclopropylimidazolidine-2,4-dione